OC(C(C(=O)O)=O)CC hydroxy-2-oxopentanoic acid